NC1=CN=CC2=CC=CC(=C12)CCCCC(=O)OC Methyl 5-(4-aminoisoquinolin-5-yl)pentanoate